C(C)(C)(C)C1=C(OCCCCC(=O)O)C=CC(=C1)C(C)(C)C 5-(2,4-di-tert-butylphenoxy)valeric acid